(5-amino-2-(2,4-difluorophenoxy)phenyl)thieno[3,2-d]pyrimidin-4(3H)-one NC=1C=CC(=C(C1)C=1NC(C2=C(N1)C=CS2)=O)OC2=C(C=C(C=C2)F)F